4-benzyl-1,2,4-triazole C(C1=CC=CC=C1)N1C=NN=C1